C(C)(=O)OC\C=C(/CCC=C(C)C)\C (Z)-3,7-dimethylocta-2,6-dien-1-yl acetate